(2R,5R)-5-(5-((Z)-2-(5-chloropyrazin-2-yl)-2-fluorovinyl)-2-fluorophenyl)-2,5-dimethyl-2-(trifluoromethyl)-5,6-dihydro-2H-1,4-oxazin-3-amine ClC=1N=CC(=NC1)/C(=C/C=1C=CC(=C(C1)[C@]1(N=C([C@@](OC1)(C(F)(F)F)C)N)C)F)/F